N-(4-isopropylphenyl)-N-(dibenzofuran-3-yl)amine C(C)(C)C1=CC=C(C=C1)NC=1C=CC2=C(OC3=C2C=CC=C3)C1